1-N-(2-((1r,3r)-3-(hydroxymethyl)cyclobutyl)-5-methoxybenzo[d]thiazol-6-yl)-6-(trifluoromethyl)picolinamide OCC1CC(C1)C=1SC2=C(N1)C=C(C(=C2)N2C(C=CC=C2C(F)(F)F)C(=O)N)OC